BrC=1C=C(C=CC1)C(N[S@](=O)C(C)(C)C)C1=CN=C(N1)C1=C(C=CC(=C1)OC=1C(=C2C=CN(C2=CC1F)S(=O)(=O)C1=CC=C(C)C=C1)C=C)F (R)-N-((3-bromophenyl)(2-(2-fluoro-5-((6-fluoro-1-tosyl-4-vinyl-1H-indol-5-yl)oxy)phenyl)-1H-imidazol-5-yl)methyl)-2-methylpropane-2-sulfinamide